C1(CC1)C(=O)NC=1SC2=C(N1)C=CC=C2C=2C=CC(=C(C2)C2=CC=C(O2)P(O)(O)=O)OCCO [5-[5-[2-(cyclopropanecarbonylamino)-1,3-benzothiazol-7-yl]-2-(2-hydroxyethoxy)phenyl]-2-furyl]phosphonic acid